NC1=CC=CC(=N1)S(=O)(=O)NC(=O)C=1C(=NC=C(C1)C1=CC=C(C=C1)Cl)N1C(CC(C1)C)(C)C N-[(6-Amino-2-pyridyl)sulfonyl]-5-(4-chlorophenyl)-2-(2,2,4-trimethylpyrrolidin-1-yl)pyridin-3-carboxamid